ClC1=C2C(=CNC2=C(C=C1)N1C[C@@H](CCC1)C=1C=NC(=CC1)N1CCC(CC1)C(OCCCC)OCCCC)C#N |o1:12| 4-Chloro-7-[(3S*)-3-{6-[4-(dibutoxymethyl)piperidin-1-yl]pyridin-3-yl}piperidin-1-yl]-1H-indole-3-carbonitrile